1-Dodecyl-4-butylpiperidinium chlorid [Cl-].C(CCCCCCCCCCC)[NH+]1CCC(CC1)CCCC